C(=O)C=1C=C(C=CC1O)C1=CC(=CC=C1)C(=O)O 3'-Formyl-4'-hydroxy-[1,1'-biphenyl]-3-carboxylic acid